NC1=C2C(=NC=N1)N(N=C2C2=CC=C(C=C2)OC2=CC=CC=C2)C2CCN(CC2)CCCCCSC2=C1C(N(C(C1=CC=C2)=O)C2C(NC(CC2)=O)=O)=O 4-((5-(4-(4-amino-3-(4-phenoxyphenyl)-1H-pyrazolo[3,4-d]pyrimidin-1-yl)piperidin-1-yl)pentyl)thio)-2-(2,6-dioxopiperidin-3-yl)isoindoline-1,3-dione